C(=O)(O)C1=CC(=C(C=C1C(=O)O)C=1C=C(C(C(=O)O)=CC1OC1=CC=C(C=C1)C=CC(C1=CC=CC=C1)=O)C(=O)O)OC1=CC=C(C=C1)C=CC(C1=CC=CC=C1)=O 4-[4,5-Dicarboxy-2-[4-(3-oxo-3-phenylprop-1-enyl)phenoxy]phenyl]-5-[4-(3-oxo-3-phenylprop-1-enyl)phenoxy]phthalic acid